CC(C[C@H](CC(=O)O)C[N+](=O)[O-])C (R)-5-methyl-3-(nitromethyl)hexanoic acid